tert-butyl (3R,4R)-4-(((7-((tert-butoxycarbonyl)(3-methyl-4-(pyridin-2-yl)benzyl)amino)-3-isopropylpyrazolo[1,5-a]pyrimidin-5-yl)amino)methyl)-3-hydroxypiperidine-1-carboxylate C(C)(C)(C)OC(=O)N(C1=CC(=NC=2N1N=CC2C(C)C)NC[C@@H]2[C@H](CN(CC2)C(=O)OC(C)(C)C)O)CC2=CC(=C(C=C2)C2=NC=CC=C2)C